FC=1C=2N(C=CC1OC1=NC=C(C=C1OCC(F)(F)F)F)N=C(C2)C(=O)NC2(CCS(CC2)(=O)=O)C 4-Fluoro-5-((5-fluoro-3-(2,2,2-trifluoroethoxy)pyridin-2-yl)oxy)-N-(4-methyl-1,1-dioxidotetrahydro-2H-thiopyran-4-yl)pyrazolo[1,5-a]pyridine-2-carboxamide